N6-[2-amino-2-(2-chlorophenyl)ethyl]-N4-tert-butyl-1-methyl-pyrazolo[3,4-d]pyrimidine-4,6-diamine NC(CNC1=NC(=C2C(=N1)N(N=C2)C)NC(C)(C)C)C2=C(C=CC=C2)Cl